C(C1=CC=CC=C1)OC(=O)N1CCC2(C[C@H](C(C2=O)(F)F)C)CC1 (R)-2,2-difluoro-3-methyl-1-oxo-8-azaspiro[4.5]decane-8-carboxylic acid benzyl ester